ClC1=CN(C2=NC=CC(=C21)OC2=C(C=C(C=C2)NC(OC(C)(C)C)=O)F)COCC[Si](C)(C)C tert-butyl (4-((3-chloro-1-((2-(trimethylsilyl)ethoxy)methyl)-1H-pyrrolo[2,3-b]pyridin-4-yl)oxy)-3-fluorophenyl)carbamate